(Z)-2-octadecene C\C=C/CCCCCCCCCCCCCCC